3-{4-[4-(3,4-dimethoxyphenyl)piperazine-1-sulfonyl]phenyl}-1-(pyridin-3-ylmethyl)urea COC=1C=C(C=CC1OC)N1CCN(CC1)S(=O)(=O)C1=CC=C(C=C1)NC(NCC=1C=NC=CC1)=O